N-[1-(4-Chlorobenzyl)-2,3-dihydro-1H-indol-5-yl]-2-(4-fluorophenyl)-acetamide ClC1=CC=C(CN2CCC3=CC(=CC=C23)NC(CC2=CC=C(C=C2)F)=O)C=C1